C(C)(=O)O[C@@H]1CC2=CC[C@H]3[C@@H]4CC[C@H]([C@@H](CCC)C)[C@]4(CC[C@@H]3[C@]2(CC1)C)C 3β-acetoxycholane-5(6)-ene